NCCNC=1C=CC(=NC1)C1=NC=CC(=N1)CO [2-[5-(2-aminoethylamino)-2-pyridyl]pyrimidin-4-yl]methanol